CC1=C(C(=CC=C1)C)N1C(C=C(C2=CC(=C(C=C12)C1=C(C=C(C=C1)OC)F)F)N1CCNCC1)=O 1-(2,6-dimethylphenyl)-6-fluoro-7-(2-fluoro-4-methoxyphenyl)-4-(piperazine-1-yl)quinolin-2(1H)-one